1-methyl-4-(2-hydroxyethyl)pyridineisophthalic acid methyl ester benzenesulfonate C1(=CC=CC=C1)S(=O)(=O)O.COC(C1=CC(C(=O)O)=CC=C1C=1N(CC=C(C1)CCO)C)=O